N'-(tert-butyldimethylsilyl)-4-((R)-1-((tertbutyldimethylsilyl)oxy)-2-hydroxypropan-2-yl)thiophene-2-sulfonimidamide [Si](C)(C)(C(C)(C)C)N=S(=O)(N)C=1SC=C(C1)[C@@](CO[Si](C)(C)C(C)(C)C)(C)O